7-(3,4-dichloro-5-fluorophenyl)-8-methyl-5,6,7,8-tetrahydro-2,7-naphthyridine-3-carboxylic acid ethyl ester C(C)OC(=O)C=1N=CC=2C(N(CCC2C1)C1=CC(=C(C(=C1)F)Cl)Cl)C